(1R,3S)-3-(3-((3-(methylamino)-1,2,4-triazin-5-yl)amino)-1H-pyrazol-5-yl)cyclopentyl (1-methylcyclopropyl)carbamate CC1(CC1)NC(O[C@H]1C[C@H](CC1)C1=CC(=NN1)NC=1N=C(N=NC1)NC)=O